N-(1'-(6-methyl-2-(2-methylazetidin-1-yl)pyrimidin-4-yl)-1',2'-dihydrospiro[cyclopropane-1,3'-pyrrolo[3,2-c]pyridin]-6'-yl)acetamide CC1=CC(=NC(=N1)N1C(CC1)C)N1CC2(C=3C=NC(=CC31)NC(C)=O)CC2